3-(3,6-dichloropyridazin-4-yl)-8-oxa-3-azabicyclo[3.2.1]octane ClC=1N=NC(=CC1N1CC2CCC(C1)O2)Cl